N-((5,6-dichloro-1H-benzo[d]imidazol-2-yl)methyl)-3-(5-methylthiophen-3-yl)-6-morpholinoimidazo[1,2-b]pyridazin-8-amine ClC1=CC2=C(NC(=N2)CNC=2C=3N(N=C(C2)N2CCOCC2)C(=CN3)C3=CSC(=C3)C)C=C1Cl